sulfocopper S(=O)(=O)(O)[Cu]